5-((5-(3-(5-(tert-butyl)pyridin-2-yl)cyclopentyl)-1H-pyrazol-3-yl)amino)-4-fluoro-1,3-dihydrobenzo[c]isothiazole 2,2-dioxide C(C)(C)(C)C=1C=CC(=NC1)C1CC(CC1)C1=CC(=NN1)NC1=C(C2=C(NS(C2)(=O)=O)C=C1)F